phenyl-arginine-β-naphthylamide C1=C(C=CC2=CC=CC=C12)NC([C@@H](NC1=CC=CC=C1)CCCNC(N)=N)=O